6-(3,3-difluoroprop-1-yn-1-yl)-8-methoxyquinolineAcetylneuraminic acid methyl ester COC(=O)C1(O)C([C@H](O)[C@@H](N)[C@@H](O1)[C@H](O)[C@H](O)CO)C(CC1=NC2=C(C=C(C=C2C=C1)C#CC(F)F)OC)=O